(4R,5R)-4-methoxy-5-methyl-4,5,6,7-tetrahydro-2H-indazole CO[C@H]1C2=CNN=C2CC[C@H]1C